ClC=1N=CC2=C(N1)N(C=C2Cl)CC(COC2=NN(C(=C2[N+](=O)[O-])C)C2=C(N=C(O2)C)C)F 5-(3-(3-(2,5-dichloro-7H-pyrrolo[2,3-d]pyrimidin-7-yl)-2-fluoro-propoxy)-5-methyl-4-nitro-1H-pyrazol-1-yl)-2,4-dimethyloxazole